10,13-dioxo-octadecanoic acid O=C(CCCCCCCCC(=O)O)CCC(CCCCC)=O